C(C)(C)(C)C1N(OC=N1)CC1=C(C(=C(C=C1)B1OC(C(O1)(C)C)(C)C)F)C 3-(tert-butyl)-N-(3-fluoro-2-methyl-4-(4,4,5,5-tetramethyl-1,3,2-dioxaborolan-2-yl)benzyl)-1,2,4-oxadiazole